2-(6-methoxy-2-naphthyl)-acrylic acid COC=1C=C2C=CC(=CC2=CC1)C(C(=O)O)=C